methoxy-4-(1-methyl-3-phenyl-1H-pyrazol-4-yl)pyrido[3,2-d]pyrimidin-6-ol COC=1N=C(C2=C(N1)C=CC(=N2)O)C=2C(=NN(C2)C)C2=CC=CC=C2